C(CCCCCCCCC(=O)OC1CC(N(C(C1)(C)C)C)(C)C)(=O)OC1CC(N(C(C1)(C)C)C)(C)C bis(1,2,2,6,6-pentamethyl-4-piperidinyl) sebacate